1-chloro-2-cyclopropyl-5-methoxy-3-(methoxymethoxy)benzene ClC1=C(C(=CC(=C1)OC)OCOC)C1CC1